COCOCCCC(CC(CC(CC(C)Br)C)C)C 10-bromo-4,6,8-trimethylundecyl methoxymethyl ether